(S)-2-methyl-2-(5-methyl-6-(oxazol-2-yl)-2,4-dioxo-1-(2-phenyl-2-(2,2,2-trifluoroethoxy)ethyl)-1,2-dihydrothieno[2,3-d]pyrimidin-3(4H)-yl)propionic acid CC(C(=O)O)(C)N1C(N(C2=C(C1=O)C(=C(S2)C=2OC=CN2)C)C[C@@H](OCC(F)(F)F)C2=CC=CC=C2)=O